CN1CCC(CC1)OC1=CC=C(C=C1)C#CC1=CC=C(C=C1)C1=CC(=NO1)CN1C(=NC=C1)[C@H](C)O (S)-1-(1-((5-(4-((4-((1-Methylpiperidin-4-yl)oxy)phenyl)ethynyl)phenyl)isoxazol-3-yl)methyl)-1H-imidazol-2-yl)ethan-1-ol